5-(6-(2-(ethoxymethoxy)-6-methyl-4-(trifluoromethyl)phenyl)-3-hydroxy-2H-pyrazolo[3,4-b]pyridin-2-yl)-1-methylpiperidin-2-one C(C)OCOC1=C(C(=CC(=C1)C(F)(F)F)C)C=1C=CC=2C(N1)=NN(C2O)C2CCC(N(C2)C)=O